BrC1=C(C=C(N=N1)C(=O)N(C)OC)C 6-bromo-N-methoxy-N,5-dimethylpyridazine-3-carboxamide